phenyl (4-(pyridin-2-yl)phenyl)carbamate N1=C(C=CC=C1)C1=CC=C(C=C1)NC(OC1=CC=CC=C1)=O